FC=1C=C(C=CC1OC1=C2C(=NC=C1)NN=C2NC2(CC(C2)O)C)NC(=O)C=2C(N(N=CC2)C2=CC=C(C=C2)F)=O N-(3-fluoro-4-((3-(((1s,3s)-3-hydroxy-1-methylcyclobutyl)-amino)-1H-pyrazolo-[3,4-b]pyridin-4-yl)-oxy)phenyl)-2-(4-fluorophenyl)-3-oxo-2,3-dihydropyridazine-4-carboxamide